C(#N)C=1C=NC(=NC1)N1C[C@H](N([C@H](C1)C)C(=O)NCCC1CCN(CC1)CC=1C=C2C=CNC2=CC1)C (2R,6S)-4-(5-cyanopyrimidin-2-yl)-N-{2-[1-(1H-indol-5-ylmethyl)-piperidin-4-yl]ethyl}-2,6-dimethylpiperazine-1-carboxamide